tert-Butyl N-[(1S)-1-(benzyloxycarbonylaminocarbamoyl)-3-methyl-butyl]-N-methyl-carbamate C(C1=CC=CC=C1)OC(=O)NNC(=O)[C@H](CC(C)C)N(C(OC(C)(C)C)=O)C